(R)-N-(4-(4-acetylpiperazin-1-yl)-2-(trifluoromethyl)phenyl)-5-(piperidin-3-ylamino)pyrazolo[1,5-a]pyrimidine-3-carboxamide trifluoroacetate salt FC(C(=O)O)(F)F.C(C)(=O)N1CCN(CC1)C1=CC(=C(C=C1)NC(=O)C=1C=NN2C1N=C(C=C2)N[C@H]2CNCCC2)C(F)(F)F